COC1=C(C=C(C=C1)OC)C=1C=C2CC(C(C2=CC1)NC(O[C@@H]1CN2CCC1CC2)=O)(CC)CC (S)-quinuclidin-3-yl (5-(2,5-dimethoxyphenyl)-2,2-diethyl-2,3-dihydro-1H-inden-1-yl)carbamate